FC1(CCC(CC1)[C@H](NC(C(C=1C=NC(=CC1)OC)(F)F)=O)C=1OC2=C(N1)C=C(C=C2)CN2C(N[C@@H](C2)C(F)(F)F)=O)F N-((S)-(4,4-difluorocyclohexyl)(5-(((S)-2-oxo-4-(trifluoromethyl)imidazolidin-1-yl)methyl)benzo[d]oxazol-2-yl)methyl)-2,2-difluoro-2-(6-methoxypyridin-3-yl)acetamide